O1C(CCC1)C1=CN=CN=N1 6-(2-tetrahydrofuranyl)-1,2,4-triazine